C(CCC)OC(CCCCCCCCCCCCCCCCC)=O.C(CCCCCCCCCCCCCCCCC)(=O)O stearic acid butylstearate